NC=1C(NC2=CC(=C(N=C2C1C1=C2C=NNC2=C(C=C1)F)N1CCNCC1)C)=O 3-Amino-4-(7-fluoro-1H-indazol-4-yl)-7-methyl-6-(piperazin-1-yl)-1,5-naphthyridin-2(1H)-one